niobium disulphide tantalum [Ta+5].[S-2].[S-2].[Nb+5]